C(C1=CC=CC=C1)NCCCO 3-(benzylamino)propan-1-ol